CO[C@@H]1CC[C@H](CC1)NC(=O)C=1C=NN2C1C=C(C=C2)C2=CNC=1N=C(N=CC12)NCC1(CC1)C(F)(F)F N-(trans-4-methoxycyclohexyl)-5-(2-(((1-(trifluoromethyl)cyclopropyl)methyl)amino)-7H-pyrrolo[2,3-d]pyrimidin-5-yl)pyrazolo[1,5-a]pyridine-3-carboxamide